ClC1=NC2=CC(=CC=C2C=C1C(=O)OCC)C(F)(F)F ethyl 2-chloro-7-(trifluoromethyl)quinoline-3-carboxylate